(S)-5-chloro-N-((7-fluoroquinoxalin-6-yl)methyl)-4-(3-methylpiperazin-1-yl)pyridin-3-amine ClC=1C(=C(C=NC1)NCC=1C=C2N=CC=NC2=CC1F)N1C[C@@H](NCC1)C